3-(((tetrahydro-2H-pyran-3-yl)methyl)amino)-7,8-dihydro-1,6-naphthyridin O1CC(CCC1)CNC=1C=NC=2CCN=CC2C1